(1R,5S,6r)-3-(5-(3-cyano-6-(2-hydroxy-2-methylpropyloxy)pyrazolo[1,5-a]pyridin-4-yl)pyridin-2-yl)-N-((6-methoxypyridin-3-yl)methyl)-3-azabicyclo[3.1.0]hexane-6-carboxamide C(#N)C=1C=NN2C1C(=CC(=C2)OCC(C)(C)O)C=2C=CC(=NC2)N2C[C@H]1C([C@H]1C2)C(=O)NCC=2C=NC(=CC2)OC